N-tert-butyl-1-[8-(pyridazin-4-yl)-6H-isochromeno[3,4-b]pyridin-3-yl]pyrrolidin-3-amine C(C)(C)(C)NC1CN(CC1)C1=CC=C2C(=N1)OCC=1C=C(C=CC12)C1=CN=NC=C1